ClC=1C(=C(C(=CC1N1CC(CC1)(OC)CN1CC(CC1)(C)C)F)S(=O)(=O)N(C1=NC(=CC=C1)F)CC1=CC(=C(C=C1)C)C)F 3-chloro-N-[(3,4-dimethylphenyl)methyl]-4-[3-[(3,3-dimethylpyrrolidin-1-yl)methyl]-3-methoxy-pyrrolidin-1-yl]-2,6-difluoro-N-(6-fluoro-2-pyridyl)benzenesulfonamide